COC(=O)C#CCCCCC heptynecarboxylic acid methyl ester